C1(CCCCC1)C(C(=O)OCC(C)C)(CC(=O)OCC(C)C)CC(C)C diisobutyl 2-cyclohexyl-2-isobutylsuccinate